CC1(CN(C[C@H](C1)NC1=NC=C(C(=N1)C1=CNC2=CC(=CC=C12)S(=O)(=O)C)C(F)(F)F)C(=O)OC(C)(C)C)C tert-butyl (5S)-3,3-dimethyl-5-[[4-(6-methylsulfonyl-1H-indol-3-yl)-5-(trifluoromethyl)pyrimidin-2-yl]amino]piperidine-1-carboxylate